4-(phenylthio)benzonitrile C1(=CC=CC=C1)SC1=CC=C(C#N)C=C1